tert-butyl (1R,5S)-1-[(cyclopropyloxy)methyl]-3,8-diazabicyclo[3.2.1]octane-8-carboxylate C1(CC1)OC[C@]12CNC[C@H](CC1)N2C(=O)OC(C)(C)C